methyl 5-amino-6-(bis(4-methoxybenzyl) amino)-2-butoxypyrimidine-4-carboxylate NC=1C(=NC(=NC1N(CC1=CC=C(C=C1)OC)CC1=CC=C(C=C1)OC)OCCCC)C(=O)OC